FC1=CC=C(C=C1)C1=C(C(=NO1)C(C)C)C=1SC=C(N1)C(=O)NC1=NC=C(C=C1)N1CC2N(C(C1)C2)C 2-(5-(4-fluorophenyl)-3-isopropylisoxazol-4-yl)-N-(5-(6-methyl-3,6-diazabicyclo[3.1.1]heptan-3-yl)pyridin-2-yl)thiazole-4-carboxamide